FC=1C=C(C=C(C1)F)CC(=O)N1CC2=C(N=C(NC2=O)C2(CC2)C2=CC=CC=C2)CC1 6-(2-(3,5-difluorophenyl)acetyl)-2-(1-phenylcyclopropyl)-5,6,7,8-tetrahydropyrido[4,3-d]pyrimidin-4(3H)-one